C(C(=C)C)(=O)OCCNC(C(=C1C2=CC=CC=C2N(C=2C=CC(=CC12)OC)CCC)C#N)=O 2-(2-cyano-2-(2-methoxy-10-propylacridin-9(10H)-ylidene)acetamido)ethyl methacrylate